6-fluoro-2-methyl-1H-benzo[d]imidazole FC=1C=CC2=C(NC(=N2)C)C1